N(CCO)(CCO)CCO.S(=O)(=O)(OCCCCCCCCCCCC)[O-].[Na+] sodium lauryl sulfate triethanolamine salt